3-(2-(1-cyclopropyl-2-hydroxy-2-methylpropyl)-3-oxo-2,3-dihydro-1H-pyrrolo[3,4-c]pyridin-4-yl)-5-methoxybenzonitrile C1(CC1)C(C(C)(C)O)N1C(C=2C(=NC=CC2C1)C=1C=C(C#N)C=C(C1)OC)=O